CN([P@@](OC[C@H]1O[C@H](C[C@@H]1O[Si](C)(C)C(C)(C)C)N1C2=NC(=NC(=C2N=C1)O[C@@H](CC#N)C)NC(C(C)C)=O)(=O)Cl)C ((2R,3S,5R)-3-((tert-butyldimethylsilyl)oxy)-5-(6-(((R)-1-cyanopropan-2-yl)oxy)-2-isobutyramido-9H-purin-9-yl)tetrahydrofuran-2-yl)methyl (S)-dimethylphosphoramidochloridate